N.P(=O)(O)(O)O hydrogenphosphate-ammonia